N,N-bis(2,2,6,6-tetramethyl-4-piperidyl)1,6-hexanediamine CC1(NC(CC(C1)N(CCCCCCN)C1CC(NC(C1)(C)C)(C)C)(C)C)C